ClC1=CC=C(C=C1)N(C1=CC=CC=C1)C(CC1(CCN(CC1)C(N(C)C1=CC=C(C=C1)F)=O)C(=O)O)=O 4-[2-(N-(4-chlorophenyl)anilino)-2-oxo-ethyl]-1-[(4-fluorophenyl)-methyl-carbamoyl]piperidine-4-carboxylic acid